magnesium hydrogensulfate S(=O)(=O)(O)[O-].[Mg+2].S(=O)(=O)(O)[O-]